(s)-3-[4-(4-morpholin-4-ylmethyl-benzyloxy)-1-oxo-1,3-dihydro-isoindol-2-yl]-piperidine-2,6-dione hydrochloride Cl.N1(CCOCC1)CC1=CC=C(COC2=C3CN(C(C3=CC=C2)=O)[C@@H]2C(NC(CC2)=O)=O)C=C1